BrC1=C2CCN(CC2=CC=C1OCC1=C(N=CO1)C)C[C@H](CNC(OC(C)(C)C)=O)O (S)-tert-butyl (3-(5-bromo-6-((4-methyloxazol-5-yl)methoxy)-3,4-dihydroisoquinolin-2(1H)-yl)-2-hydroxypropyl)carbamate